2-(4-fluorobenzyl)-8-((2-hydroxyphenyl)amino)-4H-quinolizin-4-one FC1=CC=C(CC=2C=C3C=C(C=CN3C(C2)=O)NC2=C(C=CC=C2)O)C=C1